ClC1=CC=C2C(=N1)C(=CN2)N 5-chloro-1H-pyrrolo[3,2-b]pyridin-3-amine